C(CCCCCCCCCCCCC\C=C/CCCCCCCC)(=O)OCCCCCCCCCCCCCCCCCCCCCCCCCCCCCCCC dotriacontan-1-yl nervonate